OCC1(CCC1)NC(=O)C1=C(SC2=C1C=C(C=C2)OCC=2C(=NC=CC2)OC)C N-[1-(hydroxymethyl)cyclobutyl]-5-[(2-methoxypyridin-3-yl)methoxy]-2-methyl-1-benzothiophene-3-carboxamide